FC(C(=O)O)(F)F.FC(C(=O)O)(F)F.NC1=CC=C(C(=N1)C)CNC([C@H](C)NC(=O)[C@@H]1NC[C@H](C1)CC1=CC=C(C=C1)OC1=CC=CC=C1)=O (2R,4S)-N-((S)-1-(((6-amino-2-methylpyridin-3-yl)methyl)amino)-1-oxopropan-2-yl)-4-(4-phenoxybenzyl)pyrrolidine-2-carboxamide di-trifluoroacetate salt